C1(CC1)NC(C1=CC(=C(C=C1)C)C1=CC2=C(N(CCOC2)CC(F)(F)F)N=C1)=O N-cyclopropyl-4-methyl-3-(1-(2,2,2-trifluoroethyl)-1,2,3,5-tetrahydropyrido[2,3-e][1,4]oxazepin-7-yl)benzamide